C12N(CC(NC1)C2)CC(=O)NC(C=2C=NC=CC2)C2=CC(=C1C=CC=NC1=C2O)Cl 2-(2,5-diazabicyclo[2.2.1]heptan-2-yl)-N-((5-chloro-8-hydroxyquinolin-7-yl)(pyridin-3-yl)methyl)acetamide